2-(2-(Azetidine-1-carbonyl)-5-oxo-8-(trifluoromethyl)pyrazolo[1,5-a]pyrido[3,2-e]pyrimidin-4(5H)-yl)-N-(5-fluoropyridin-2-yl)acetamide N1(CCC1)C(=O)C1=NN2C(N(C(C3=C2N=C(C=C3)C(F)(F)F)=O)CC(=O)NC3=NC=C(C=C3)F)=C1